FC(C=1C=CC2=C(CC(O2)C=2C=C(C(=O)O)C=CC2)C1)(F)F 3-(5-(trifluoromethyl)-2,3-dihydrobenzofuran-2-yl)benzoic acid